CN(C)CCCN(NCCC)NCCC dimethylaminopropyl-di(propylamino)amine